Cl.C(C)N=C=NCCCN(C)C ethyl-3-(3-dimethylaminopropyl)carbodiimide hydrochloride